6-(2-methoxyprop-2-yl)quinoline-4-carboxylic acid methyl ester COC(=O)C1=CC=NC2=CC=C(C=C12)C(C)(C)OC